S(C1=C(C(OC1OC(C)(C)C)=O)Br)C1=C(C(OC1OC(C)(C)C)=O)Br 4,4'-thiobis[5-tert-butoxy-3-bromo-2(5H)furanone]